FC=1C=CC2=C(C(=C(O2)[C@H](C(C)C)NC2=NC3=C(N2)C=C(C=C3)C(=O)N)C)C1 (S)-2-((1-(5-fluoro-3-methylbenzofuran-2-yl)-2-methylpropyl)amino)-1H-benzo[d]imidazole-6-carboxamide